C(C)(C)[C@@H]1N(C(OC1)=O)[P@@](=O)(C)C1=CC(=CC=C1)OC (S)-4-isopropyl-3-((R)-(3-methoxyphenyl)(methyl)phosphoryl)oxazolidin-2-one